(9Z)-N-(4-Aminobutyl)-9-octadecenamide NCCCCNC(CCCCCCC\C=C/CCCCCCCC)=O